C(C)(C)(C)OC(=O)N[C@@H](CC(C)C)C(=O)O (tert-butyloxycarbonyl)-L-leucine